(2-((benzo[d][1,3]dioxol-5-ylmethyl)carbamoyl)-3-chlorobenzoylamino)acetic acid O1COC2=C1C=CC(=C2)CNC(=O)C2=C(C(=O)NCC(=O)O)C=CC=C2Cl